tert-butyl 2-(3-methyl-4-nitro-phenyl)sulfonyl-7-azaspiro[3.5]nonane-7-carboxylate CC=1C=C(C=CC1[N+](=O)[O-])S(=O)(=O)C1CC2(C1)CCN(CC2)C(=O)OC(C)(C)C